N[C@H](C)C1=CC=C(C=C1)NC1=NC=C(C(=N1)NCC=1C(=NC=CC1)N(S(=O)(=O)C)C)C(F)(F)F N-[3-({[2-({4-[(1R)-1-aminoethyl]phenyl}amino)-5-(trifluoromethyl)pyrimidin-4-yl]amino}methyl)pyridin-2-yl]-N-methylmethane-sulfonamide